tert-butyl 7-(1-((7-fluoro-2,8-dimethylimidazo[1,2-a]pyridin-6-yl)carbamoyl)-2,3-dihydro-1H-pyrrolo[2,3-b]pyridin-4-yl)-4,7-diazaspiro[2.5]octane-4-carboxylate FC1=C(C=2N(C=C1NC(=O)N1CCC=3C1=NC=CC3N3CCN(C1(CC1)C3)C(=O)OC(C)(C)C)C=C(N2)C)C